COC1=CC=C(C=C1)CN1C(N(CCC1=O)C1=CN=C2N1C=CC(=C2)N2C[C@@H]1CC[C@H](C2)N1C(=O)OC(C)(C)C)=O Tert-butyl (1S,5R)-3-[3-[3-[(4-methoxyphenyl)methyl]-2,4-dioxo-hexahydropyrimidin-1-yl] imidazo[1,2-a]pyridin-7-yl]-3,8-diazabicyclo[3.2.1]octane-8-carboxylate